C(C)S(C([O-])=O)C=1SC(=NN1)NC(=O)OCC S-[5-[(ethoxycarbonyl) amino]-1,3,4-thiadiazol-2-yl] O-ethylthiocarbonate